4-acryl-N-phenyl-3,4-dihydro-2H-benzo[B][1,4]oxazine-2-carboxamide C(=O)(C=C)N1C2=C(OC(C1)C(=O)NC1=CC=CC=C1)C=CC=C2